ClC1=CC(=C2C(=N1)C(=CS2)I)N(C(OC(C)(C)C)=O)CC=2SC=CC2 tert-butyl N-(5-chloro-3-iodo-thieno[3,2-b]pyridin-7-yl)-N-(2-thienylmethyl)carbamate